BrC=1C=C(C(=C(C=NC(C(=O)O)CC2=CC=C(C=C2)O)C1)O)O 2-(5-bromo-2,3-dihydroxy-benzylidene-amino)-3-(4-hydroxy-phenyl)propanoic acid